(S)-8-(6-amino-5-((2-amino-3-chloropyridin-4-yl)thio)pyrazin-2-yl)-2-cyclopropyl-8-azaspiro[4.5]dec-2-en-1-amine mesylate S(C)(=O)(=O)O.NC1=C(N=CC(=N1)N1CCC2(CC=C([C@H]2N)C2CC2)CC1)SC1=C(C(=NC=C1)N)Cl